4'-isopropyl-3'-((3-methylpyridin-2-yl)methoxy)-[1,1'-biphenyl]-2-carboxylic acid methyl ester COC(=O)C=1C(=CC=CC1)C1=CC(=C(C=C1)C(C)C)OCC1=NC=CC=C1C